3-[1-Bromo-2-(3,4,5,6-tetrahydro-2H-pyran-2-yloxy)ethyl]-2-[(diphenylmethylene)amino]-4-fluoropyridine BrC(COC1OCCCC1)C=1C(=NC=CC1F)N=C(C1=CC=CC=C1)C1=CC=CC=C1